Tri(4-ethyl-1-hexyl)citrat C(C)C(CCCC(C(C(C(=O)[O-])(CCCC(CC)CC)CCCC(CC)CC)(O)C(=O)[O-])C(=O)[O-])CC